ClC1=CC=C(OCCCCCCNC(=O)C=2C=C3C=CC=NC3=CC2)C=C1 N-[6-(4-chlorophenoxy)hexyl]quinoline-6-carboxamide